O=C1NC=2C=CC(=CC2C2=CC=CC=C12)NC(CN(C)C)=O N-(6-oxo-5,6-dihydrophenanthridin-2-yl)-2-(N,N-dimethylamino)acetamide